2-butyl-N-[(2,4-dimethoxyphenyl)methyl]-4-isopropoxy-3H-imidazo[4,5-d]pyridazin-7-amine C(CCC)C=1NC=2C(=C(N=NC2OC(C)C)NCC2=C(C=C(C=C2)OC)OC)N1